OP(O)OP(O)O.C(C)(C)(C)C1=C(C(=CC(=C1)C)C(C)(C)C)C(O)C(CO)(CO)CO 2,6-di-t-butyl-4-methylphenyl-pentaerythritol diphosphite